BrC1=C(C=CC=C1F)N[C@H](C)C=1C=C(C=C2C(C(=C(OC12)N1CCC(CC1)(C)C)C)=O)C (R)-8-(1-((2-bromo-3-fluorophenyl)amino)ethyl)-2-(4,4-dimethylpiperidin-1-yl)-3,6-dimethyl-4H-chromen-4-one